(1S,2R,3S)-N-(7-chloro-6-(4-((3R,4R)-4-hydroxy-3-methyltetrahydrofuran-3-yl)piperazin-1-yl)isoquinolin-3-yl)-2-methyl-3-(pyridin-2-yl)cyclopropane-1-carboxamide ClC1=C(C=C2C=C(N=CC2=C1)NC(=O)[C@H]1[C@@H]([C@@H]1C1=NC=CC=C1)C)N1CCN(CC1)[C@@]1(COC[C@@H]1O)C